(3S)-N-[1-(4-chloro-2-cyanophenyl)-4-{2'-ethoxy-[2,3'-bipyridine]-5-yl}piperidin-4-yl]-1-methylpyrrolidine-3-carboxamide ClC1=CC(=C(C=C1)N1CCC(CC1)(C=1C=CC(=NC1)C=1C(=NC=CC1)OCC)NC(=O)[C@@H]1CN(CC1)C)C#N